C1(CC1)C1=CC(=NN1)NC1=NC(=NC=C1)N1CC2(C1)CCN(C2)C N-(5-cyclopropyl-1H-pyrazol-3-yl)-2-(7-methyl-2,7-diazaspiro[3.4]octan-2-yl)pyrimidin-4-amine